FC1=COC2=CC=CC(=C2C1=O)F 3,5-difluorochromone